ClC=1C=C(C=CC1F)NC1=NC=NC2=CC=C(C=C12)C=1C=NNC1 N-(3-chloro-4-fluorophenyl)-6-(1H-pyrazol-4-yl)quinazolin-4-amine